2-(4-((5-chloro-3-fluoropyridin-2-yl)oxy)-2-fluorophenyl)-4-methylpyrimidine ClC=1C=C(C(=NC1)OC1=CC(=C(C=C1)C1=NC=CC(=N1)C)F)F